tert-Butyl (2R,4S)-4-((tert-butyldiphenylsilyl)oxy)-2-ethynylpyrrolidin-1-carboxylate [Si](C1=CC=CC=C1)(C1=CC=CC=C1)(C(C)(C)C)O[C@H]1C[C@@H](N(C1)C(=O)OC(C)(C)C)C#C